C(C)(=O)[O-].N1=C(C=CC=C1)C1=NC=CC=C1.[Cu+2].C(C)(=O)[O-] copper (II) 2,2'-bipyridine acetate